C(C)(C)(C)C(C(C#N)(C)N=NC(C#N)(CC)C)C tert-butyl-2,2'-azobis(2-methylbutyronitrile)